COC(NC1=NC=CC(=C1)C=1C=C2C(=NNC2=C(C1)C#CCN1CCOCC1)N)=O (4-(3-Amino-7-(3-morpholinoprop-1-yn-1-yl)-1H-indazol-5-yl)pyridin-2-yl)carbamic acid methyl ester